2-((2S)-4-((1S)-4-chloro-2'-((hexahydro-1H-pyrrolizin-3-yl)methoxy)-3-methyl-5',8'-dihydro-6'H-spiro[inden-1,7'-quinazolin]-4'-yl)-1-(2-fluoroacryloyl)piperazin-2-yl)acetonitrile ClC1=C2C(=C[C@@]3(CCC=4C(=NC(=NC4C3)OCC3CCC4CCCN34)N3C[C@@H](N(CC3)C(C(=C)F)=O)CC#N)C2=CC=C1)C